CN1N=CC2=CC=C(C=C12)C1=C2CN(C(C2=CC=C1)=O)C/C(/C#N)=C/CC (2Z)-2-{[4-(1-methyl-1H-indazol-6-yl)-1-oxo-2,3-dihydro-1H-isoindol-2-yl]methyl}pent-2-enenitrile